pimeloyl-diamide C(CCCCCC(=O)[NH-])(=O)[NH-]